FC=1C=C(C=CC1OC)C=1SC(=C(N1)CO)N1CC(CCC1)(C(NC)=O)NC(OC(C)(C)C)=O tert-butyl (1-(2-(3-fluoro-4-methoxyphenyl)-4-(hydroxymethyl)thiazol-5-yl)-3-(methylcarbamoyl)piperidin-3-yl)carbamate